ClC1=CC=C(C=C1)C(C(Cl)(Cl)Cl)(C1=CC=C(C=C1)Cl)CC(=O)N (1,1-bis[p-chlorophenyl]-2,2,2-trichloroethyl)acetamide